C(C)C1=CC2=C(CCO[C@]23C[C@@H](N(CC3)CC3CC(C3)NS(=O)(=O)CCO)C)S1 N-[3-[[(2'S,4R)-2-ethyl-2'-methyl-spiro[6,7-dihydrothieno[3,2-c]pyran-4,4'-piperidine]-1'-yl]methyl]cyclobutyl]-2-hydroxy-ethanesulfonamide